3-(3-azido-2-methylpropoxy)-2-(3-iodophenyl)-2-methylpropanoic acid N(=[N+]=[N-])CC(COCC(C(=O)O)(C)C1=CC(=CC=C1)I)C